C(O)(O)=O.C(C=C)(=O)OC methyl acrylate carbonate